1H-benzimidazolecarbaldehyde N1C(=NC2=C1C=CC=C2)C=O